Cl.COC(=O)C=1C=C(C2=C(N(N=N2)C/C(=C/CN)/F)C1)C1=CC(=CC=C1)P(=O)(OCC)OCC (Z)-1-(4-amino-2-fluoro-but-2-en-1-yl)-4-(3-(diethoxyphosphoryl)phenyl)-1H-benzo[d][1,2,3]triazole-6-carboxylic acid methyl ester hydrochloride